Diboran B#B